CC(CCO)CC(CC)C 3,5-dimethylheptan-1-ol